2,4,6-trichloro-phenylurea ClC1=C(C(=CC(=C1)Cl)Cl)NC(=O)N